Methyl 2-chloro-5-(N-methyl-3-(4-(methylcarbamoyl)phenyl)pyrazolo[1,5-c]pyrimidine-5-carboxamido)benzoate ClC1=C(C(=O)OC)C=C(C=C1)N(C(=O)C1=CC=2N(C=N1)N=CC2C2=CC=C(C=C2)C(NC)=O)C